1,4-Dioxa-1,4-Dioxane O1CCOCC1